BrC1CC(OCC1)C(=O)OCC ethyl 4-bromotetrahydro-2H-pyran-2-carboxylate